N1=CC=C(C=C1)NC(OC(C)(C)C)=O tert-butyl pyridin-4-yl-carbamate